indol-4-yl (S)-3-(aminomethyl)-5-methylhexanoate NC[C@H](CC(=O)OC1=C2C=CNC2=CC=C1)CC(C)C